(R)-3-((tert-butyldimethylsilyl)oxy)butyl 4-methylbenzenesulfonate CC1=CC=C(C=C1)S(=O)(=O)OCC[C@@H](C)O[Si](C)(C)C(C)(C)C